[N+](=O)([O-])C1=CC=C2C=CC3=CC=CC4=CC=C1C2=C34 mononitropyrene